Iron (ii) chloride tetrahydrate O.O.O.O.[Fe](Cl)Cl